N1=C(C=C(C=C1)[2H])C1CN(CCO1)C(=O)OC(C)(C)C tert-butyl 2-(pyridin-2-yl-4-d)morpholine-4-Carboxylate